NC1=C(C=C(C(=C1)C#N)F)SC[C@@H](C(=O)O)NC(=O)OC(C)(C)C (2R)-3-(2-amino-4-cyano-5-fluoro-phenyl)sulfanyl-2-(tert-butoxycarbonylamino)propanoic acid